ClC=1C=C(C(=C(C1)C1=NC=NN2C1=CC(=C2)CN2C(N(C=CC2=O)CC)=O)CC2CNC[C@@H](O2)C)C 3-((4-(5-chloro-3-methyl-2-(((6S)-6-methylmorpholin-2-yl)methyl)phenyl)pyrrolo[2,1-f][1,2,4]triazin-6-yl)methyl)-1-ethylpyrimidine-2,4(1H,3H)-dione